CN1CCN(C2=CC(=CC=C12)C1=NN=C(O1)O)C 5-(1,4-dimethyl-1,2,3,4-tetrahydroquinoxalin-6-yl)-1,3,4-oxadiazol-2-ol